7-(8-ethynyl-7-fluoronaphthalen-1-yl)-8-fluoro-2-(((2S,4R)-4-fluoro-1-methylpyrrolidin-2-yl)methoxy)-N-methyl-N-((2R,3R)-2-methylpyrrolidin-3-yl)pyrido[4,3-d]pyrimidin-4-amine C(#C)C=1C(=CC=C2C=CC=C(C12)C1=C(C=2N=C(N=C(C2C=N1)N([C@H]1[C@H](NCC1)C)C)OC[C@H]1N(C[C@@H](C1)F)C)F)F